CC1(OB(OC1(C)C)C1=CC=C(C2=C1OC1=C2C=CC=C1)C1=CC=CC=C1)C 4,4,5,5-tetramethyl-2-(1-phenyldibenzo[b,d]furan-4-yl)-1,3,2-dioxaborolane